2,3-diisopropyl-2-cyano-butanedioic acid-1,4-di-(2-ethoxyethyl) ester C(C)OCCOC(C(C(C(=O)OCCOCC)C(C)C)(C#N)C(C)C)=O